FC1(OC=2C(=CC3=C(N=C(S3)NC([C@H](C)N3C[C@@H](C(CC3)(F)F)C3=CC(=[N+](C=C3)[O-])[C@@H](CO)O)=O)C2)O1)F 4-((S)-1-((S)-1-((2,2-difluoro-[1,3]dioxolo[4',5':4,5]benzo[1,2-d]thiazol-6-yl)amino)-1-oxopropan-2-yl)-4,4-difluoropiperidin-3-yl)-2-((S)-1,2-dihydroxyethyl)pyridine 1-oxide